N'-ethylcarbodiimide C(C)N=C=N